perfluoro-2-methyl-1,3-dioxolan FC1(OC(C(O1)(F)F)(F)F)C(F)(F)F